O=CNCC(NCC(NCC(NCC(NCC(NCC(NCCC)=O)=O)=O)=O)=O)=O 1,4,7,10,13,16,19-heptaoxo-2,5,8,11,14,17,20-heptaazatricosane